Cl.N[C@H](CNC(=O)C=1NC2=CC(=CC=C2C1)C1=C(C=C(C=C1)F)Cl)CCCN (S)-N-(2,5-Diaminopentyl)-6-(4-fluoro-2-chlorophenyl)-1H-indole-2-carboxamide hydrochloride